barium-strontium-ruthenium oxide [Ru]=O.[Sr].[Ba]